bis(diphenylphosphinomethyl)-1,1'-biphenyl C1(=CC=CC=C1)P(C1=CC=CC=C1)CC1=CC=C(C=C1)C1=CC=C(C=C1)CP(C1=CC=CC=C1)C1=CC=CC=C1